Cl.C12CC(CC(CC1)N2)OC=2N=C(C1=C(N2)C=NC=C1)NC1=CC(=C(C=C1)OC1=CC=2N(C=C1)N=CN2)C (endo-8-Azabicyclo[3.2.1]octan-3-yloxy)-N-(4-([1,2,4]triazolo[1,5-a]pyridin-7-yloxy)-3-methylphenyl)pyrido[3,4-d]pyrimidin-4-amine hydrochloride